OC=1C=C2N=C3C=CC=CC3=NC2=CC1OCCCS(=O)(=O)O 3-[(7-hydroxyphenazine-8-yl)oxy]propane-1-sulfonic acid